N-[2-[[4-(Azepan-4-yloxy)phenoxy]methyl]phenyl]-4-methylthieno[3,2-b]pyrrol-5-carboxamid N1CCC(CCC1)OC1=CC=C(OCC2=C(C=CC=C2)NC(=O)C2=CC3=C(N2C)C=CS3)C=C1